trans-4-((5-fluoro-4-(2-oxo-2H-[1,2'-bipyridin]-4'-yl)pyrimidin-2-yl)amino)cyclohexane-1-carboxylic acid FC=1C(=NC(=NC1)N[C@@H]1CC[C@H](CC1)C(=O)O)C1=CC(=NC=C1)N1C(C=CC=C1)=O